C[C@H]1[C@@H]([C@H]([C@H]([C@H](O1)OCCCCCN)O)O[C@@H]2[C@@H]([C@H]([C@H]([C@H](O2)CO)O)O)O[C@H]3[C@@H]([C@H]([C@H]([C@H](O3)CO)O)O)O)O The molecule is a linear trisaccharide derivative consisting of beta-D-galactose, alpha-D-galactose and beta-L-rhamnose residues linked sequentially (1->2) and (1->3) with the rhamnose residue linked glycosidically to a 5-aminopentyl group. It is a trisaccharide derivative and a glycoside.